COC=1C=C(C=CC1OC)C=1N=C2N(CCC(C2)C2C[C@@H](N(CC2)C2CCNCC2)C(C)C)C1 2-(3,4-dimethoxyphenyl)-7-(r-isopropyl-[1,4'-bipiperidin]-4-yl)-5,6,7,8-tetrahydroimidazo[1,2-a]pyridine